((2S,4S)-4-(2-aminooxazolo[4,5-c]pyridin-7-yl)tetrahydro-2H-pyran-2-yl)((S)-6,8-dichloro-1-methyl-3,4-dihydroisoquinolin-2(1H)-yl)methanone NC=1OC2=C(C=NC=C2[C@@H]2C[C@H](OCC2)C(=O)N2[C@H](C3=C(C=C(C=C3CC2)Cl)Cl)C)N1